1-(1-acetylpiperidin-4-yl)-4-chloro-N-(3-fluoro-5-((4-fluorophenyl)ethynyl)pyridin-2-yl)-1H-pyrazole-5-carboxamide C(C)(=O)N1CCC(CC1)N1N=CC(=C1C(=O)NC1=NC=C(C=C1F)C#CC1=CC=C(C=C1)F)Cl